cyclohexyl-N-isoamyl-2-methoxy-1H-imidazole-1-carboxamide C1(CCCCC1)C=1N=C(N(C1)C(=O)NCCC(C)C)OC